COC1=CC=C(C(=O)OCC2=C[C@H]3[C@H]4[C@@H](O2)OC([C@@H]3C=C4)=O)C=C1 ((1S,4aS,5R,7aS)-8-oxo-1,4a,5,7a-tetrahydro-1,5-(epoxymethano)cyclopenta[c]pyran-3-yl)methyl 4-methoxybenzoate